(2S)-2-amino-3-[(5R)-2-oxo-5-(trifluoromethyl)pyrrolidin-3-yl]propanamide N[C@H](C(=O)N)CC1C(N[C@H](C1)C(F)(F)F)=O